6-fluoro-7-(2-fluoro-6-hydroxyphenyl)-1-(2-isopropyl-4-methylpyridin-3-yl)pyrido[2,3-d]pyrimidine-2,4(1H,3H)-dione FC1=CC2=C(N(C(NC2=O)=O)C=2C(=NC=CC2C)C(C)C)N=C1C1=C(C=CC=C1O)F